C1(CC1)C[C@@H](C(=O)N[C@H](C(=O)OC)C[C@H]1C(NCCC1)=O)NC(=O)C=1NC2=CC=CC(=C2C1)OCCOCCOC methyl (2S)-2-[[(2S)-3-cyclopropyl-2-[[4-[2-(2-methoxyethoxy)ethoxy]-1H-indole-2-carbonyl]amino]propanoyl]amino]-3-[(3S)-2-oxo-3-piperidyl]propanoate